9-((1S,2S,4R)-bicyclo[2.2.1]heptan-2-yl)-7-methyl-2-((7-methyl-[1,2,4]triazolo[1,5-a]pyridin-6-yl)amino)-7,9-dihydro-8H-purin-8-one [C@H]12[C@H](C[C@H](CC1)C2)N2C1=NC(=NC=C1N(C2=O)C)NC=2C(=CC=1N(C2)N=CN1)C